anti-valproate C(C(CCC)CCC)(=O)[O-]